CC1=C(C(=O)N[C@H](C)C2=CC(=NC3=CC=CC=C23)C=2C=NN(C2)C)C=C(C=C1)CNS(=O)(=O)C (R)-2-methyl-N-(1-(2-(1-methyl-1H-pyrazol-4-yl)quinolin-4-yl)ethyl)-5-(methylsulfonamidomethyl)benzamide